O=C1NC(CCC1N1C(C2=CC=C(C=C2C1=O)N1CCC(CC1)CN1CCNCC1)=O)=O 4-((1-(2-(2,6-dioxopiperidin-3-yl)-1,3-dioxoisoindolin-5-yl)piperidin-4-yl)methyl)piperazine